p-tolyl-[3-(methylsulfonyl) propyl] aminodithioformate NC(=S)SCCC(S(=O)(=O)C)C1=CC=C(C=C1)C